NC1=NC2=CC=C(C=C2C=C1)C=1C=NN(C1C1=C(C#N)C(=CC(=C1F)Cl)OC1CC1)C 2-(4-(2-aminoquinolin-6-yl)-1-methyl-1H-pyrazol-5-yl)-4-chloro-6-cyclopropyloxy-3-fluorobenzonitrile